ClC=1C=C(C=C(C1OC=1N=NC(=CC1C1=CC=2CCCCC2C=C1)Cl)Cl)N1N=CC(NC1=O)=O 2-(3,5-dichloro-4-((6-chloro-4-(5,6,7,8-tetrahydronaphthalen-2-yl)pyridazin-3-yl)oxy)phenyl)-1,2,4-triazine-3,5(2H,4H)-dione